5-((4-(1-(6-((6-acetyl-8-cyclopentyl-5-methyl-7-oxo-7,8-dihydropyrido[2,3-d]pyrimidin-2-yl)amino)pyridin-3-yl)piperidin-4-yl)piperazin-1-yl)methyl)-7-bromo-1-oxoisoindoline C(C)(=O)C1=C(C2=C(N=C(N=C2)NC2=CC=C(C=N2)N2CCC(CC2)N2CCN(CC2)CC=2C=C3CNC(C3=C(C2)Br)=O)N(C1=O)C1CCCC1)C